2-{5-[(1S)-1-aminoethyl]-methyl 3-cyclopropyl-1H-1,2,4-triazol-1-yl}-1,3-thiazole-5-carboxylate hydrochloride Cl.N[C@@H](C)C1=NC(N(N1C=1SC(=CN1)C(=O)O)C)C1CC1